N[C@H](C(=O)O[C@@H]1[C@H](C[C@H](C1)NC1=NC=NC=C1C(=O)C=1SC(=C(C1)[C@@H]1OCCC2=CC=C(C=C12)Cl)C)COS(N)(=O)=O)C [(1S,2R,4R)-4-{[5-[4-[(1R)-7-chloroisochroman-1-yl]-5-methyl-thiophene-2-carbonyl]pyrimidin-4-yl]amino}-2-(sulfamoyloxymethyl)cyclopentyl] (2S)-2-aminopropanoate